O1C(=NC=C1)C=1BC=CC1 2-oxazolylborole